methyl (tert-butoxycarbonyl)-D-valinate C(C)(C)(C)OC(=O)N[C@H](C(C)C)C(=O)OC